FC(C(CNC(=O)C1=NC(=C(C=C1N)C(F)(F)F)OC)O)(F)F 3-Amino-6-methoxy-5-trifluoromethyl-pyridine-2-carboxylic acid (3,3,3-trifluoro-2-hydroxy-propyl)-amide